ONC(CCCCCN1CC(CC1)C(=O)N)=O 1-(6-(hydroxyamino)-6-oxohexyl)pyrrolidine-3-carboxamide